Cl.N1C[C@H](CC1)NC=1C=NC2=CC=CC=C2C1 (S)-N-(pyrrolidin-3-yl)quinolin-3-amine hydrochloride